N1(CCNCC1)C1=NC2=CC(=NC=C2C=C1)NC(=O)NC=1C=NNC1 1-[2-(piperazin-1-yl)-1,6-naphthyridin-7-yl]-3-(1H-pyrazol-4-yl)urea